3-[2-({[(2S,4R)-1-[(2S)-2-[(1-fluorocyclopropyl)formamido]-3,3-dimethylbutanoyl]-4-hydroxypyrrolidin-2-yl]formamido}methyl)-5-(4-methyl-1,3-thiazol-5-yl)phenoxy]propanoic acid FC1(CC1)C(=O)N[C@H](C(=O)N1[C@@H](C[C@H](C1)O)C(=O)NCC1=C(OCCC(=O)O)C=C(C=C1)C1=C(N=CS1)C)C(C)(C)C